C1=CC2C1C(=O)OC2=O 1-cyclobutene-3,4-dicarboxylic anhydride